N-(cyclopropylmethyl)-1-[5-[5-[(1R)-1-(3,5-dichloro-4-pyridyl)ethoxy]-1-tetrahydropyran-2-yl-indazol-3-yl]-6-fluoro-2-pyridyl]-3-methyl-azetidin-3-amine C1(CC1)CNC1(CN(C1)C1=NC(=C(C=C1)C1=NN(C2=CC=C(C=C12)O[C@H](C)C1=C(C=NC=C1Cl)Cl)C1OCCCC1)F)C